C(C)OC(=O)C=1C=NN(C1)C=1C=C2C(=NN(C2=CC1)C(C)C)C#N 1-(3-cyano-1-isopropyl-1H-indazol-5-yl)-1H-pyrazole-4-carboxylic acid ethyl ester